C(C)[C@]1(C(OCC=2C(N3CC=4C(=NC=5C=C(C(=C6C5C4[C@H](CC6)NC(=O)C6(CC6)O)C)F)C3=CC21)=O)=O)O N-((1S,9S)-9-ethyl-5-fluoro-9-hydroxy-4-methyl-10,13-dioxo-2,3,9,10,13,15-hexahydro-1H,12H-benzo[de]pyrano[3',4':6,7]indolizino[1,2-b]quinolin-1-yl)-1-hydroxycyclopropane-1-carboxamide